C(C)OC(COC1=NOC(=C1)C(C(=O)OC)C(C)C)OCC methyl 2-(3-(2,2-diethoxyethoxy)isoxazol-5-yl)-3-methylbutanoate